[3-(4-aminocinnolin-7-yl)-4-[5-(trifluoromethyl)-1H-pyrazol-3-yl]phenyl]boronic acid NC1=CN=NC2=CC(=CC=C12)C=1C=C(C=CC1C1=NNC(=C1)C(F)(F)F)B(O)O